NC1=C(C=CC(=C1F)Br)NC(C(=O)OC)C(C)F methyl 2-((2-amino-4-bromo-3-fluorophenyl)amino)-3-fluorobutanoate